C1(CC1)C=1C2=C(C(N(C1)C1=CC(=CC=C1)C1=C(C=C(C=C1)F)C=1N(C=CN1)C)=O)N(C(=C2)CN2C[C@H](CCC2)C)COCC[Si](C)(C)C 4-cyclopropyl-6-[3-[4-fluoro-2-(1-methylimidazol-2-yl)phenyl]phenyl]-2-[[(3S)-3-methylpiperidin-1-yl]methyl]-1-(2-trimethylsilylethoxymethyl)pyrrolo[2,3-c]pyridin-7-one